3-(6-Chloropyridin-2-yl)-6-(difluoromethyl)imidazo[1,2-a]pyrazine ClC1=CC=CC(=N1)C1=CN=C2N1C=C(N=C2)C(F)F